ClC1=C(C=CC(=C1)CC)NC=1N(C(C=C2CCN(C(C12)=O)OCCO)=O)C 8-((2-chloro-4-ethylphenyl)amino)-2-(2-hydroxyethoxy)-7-methyl-3,4-dihydro-2,7-naphthyridine-1,6(2h,7h)-dione